C(#C)C1=CC(=NC=2N=C(N=CC21)NC2=CC=C(C=C2)N2CCN(CC2)C)OC 5-ethynyl-7-methoxy-N-(4-(4-methylpiperazin-1-yl)phenyl)pyrido[2,3-d]pyrimidin-2-amine